(E)-8-styryl-9-oxaspiro[5.6]dodecane C(=C\C1=CC=CC=C1)/C1CC2(CCCCC2)CCCO1